Cl.CN(CC[C@@H](C(=O)O)F)C (S)-4-(dimethylamino)-2-fluorobutyric acid hydrochloride